ClC1=NC=CC(=C1C1=NC2=C(N1COCC[Si](C)(C)C)C=CC=C2)C2=CCCC2 2-(2-chloro-4-(cyclopent-1-en-1-yl)pyridin-3-yl)-1-((2-(trimethylsilyl)ethoxy)methyl)-1H-benzo[d]imidazole